2,5-dimethyl-N-[2-(4-morpholinyl)-2-(2-pyridinyl)ethyl]pyrazolo[1,5-a]pyrimidin-7-amine CC1=NN2C(N=C(C=C2NCC(C2=NC=CC=C2)N2CCOCC2)C)=C1